3-bromo-N-cyclopropylbenzamide BrC=1C=C(C(=O)NC2CC2)C=CC1